N-(2-hydroxyethyl)-N-methyl-amide OCC[N-]C